C[C@]12CC[C@H]3[C@H]([C@@H]1CC[C@@H]2O)CC=C4[C@@]3(CCC(=O)C4)C The molecule is an androstanoid having a double bond at C-5, an oxo group at C-3 and a hydroxy group with beta-configuration at C-17. It is an androstanoid, a C19-steroid, a 17beta-hydroxy steroid and a 3-oxo-Delta(5)-steroid.